N-(8-(methylamino)-5-((2-methylpyridin-4-yl)ethynyl)-2,7-naphthyridin-3-yl)cyclopropanecarboxamide CNC=1N=CC(=C2C=C(N=CC12)NC(=O)C1CC1)C#CC1=CC(=NC=C1)C